(Germanyl)ethylene glycol [GeH3]C(CO)O